C(OCC=1SC2=C(N1)C(=CC=C2)C)(OC2=CC=C(C=C2)[N+](=O)[O-])=O (4-methylbenzo[d]thiazol-2-yl)methyl (4-nitrophenyl) carbonate